bis-(acetonitrile) palladium (II) chloride [Pd](Cl)Cl.C(C)#N.C(C)#N